2-(4-cyano-3-fluoro-5-isopropyl-2-methoxyphenyl)-2-((R)-3-((5-(5,6,7,8-tetrahydro-1,8-naphthyridin-2-yl)pentyl)oxy)pyrrolidin-1-yl)acetic acid C(#N)C1=C(C(=C(C=C1C(C)C)C(C(=O)O)N1C[C@@H](CC1)OCCCCCC1=NC=2NCCCC2C=C1)OC)F